FC(CNC(=O)C1=CN=C2N1C=C(C=C2)C2=CNC=1N=C(N=CC12)N[C@@H]1CC[C@@H](CC1)OC)F N-(2,2-difluoroethyl)-6-(2-((cis-4-methoxycyclohexyl)amino)-7H-pyrrolo[2,3-d]pyrimidin-5-yl)imidazo[1,2-a]pyridine-3-carboxamide